11-(piperidin-1-yl)undecanoic acid N1(CCCCC1)CCCCCCCCCCC(=O)O